NC1=C(N=NN1C1=CC=CC=C1)C#N 5-Amino-1-phenyl-1H-1,2,3-triazole-4-carbonitrile